C(C)(C)(C)OC(=O)N(S(=O)(=O)C1=CC=C(C=C1)NC1=NC=C2C=CN=CC2=C1)C(C)C 7-((4-(N-(tert-butoxycarbonyl)-N-isopropylsulfamoyl)phenyl)amino)-2,6-naphthyridin